N1(C=NC=C1)S(=O)(=O)N1CC(CCC1)C1C2=C(CCC3=C1C=CC=C3)C=CC=C2 1-((1H-imidazol-1-yl)sulfonyl)-3-(10,11-dihydro-5H-dibenzo[a,d][7]annulen-5-yl)piperidine